3-bromo-5-(methoxymethyloxy)pyridine BrC=1C=NC=C(C1)OCOC